OC1=CC=2C=CC=C(C2C=C1)C(=O)O 2-hydroxy-5-naphthoic acid